ClC1=C(C(=O)NC2CN(C2)C(=O)OC(C)(C)C)C=CC(=C1)C=O tert-Butyl 3-((2-chloro-4-formylbenzoyl)amino)azetidine-1-carboxylate